COC1=C2C(N(C(NC2=CC=C1)=O)C(C(=O)O)C)=O 2-(5-methoxy-2,4-dioxo-1H-quinazolin-3-yl)propanoic acid